FC=1C(=C(C(=O)OCC)C=C(C1)[N+](=O)[O-])C=1C=NN(C1)COCC[Si](C)(C)C Ethyl 3-fluoro-5-nitro-2-(1-{[2-(trimethylsilyl) ethoxy]methyl}-1H-pyrazol-4-yl)benzoate